COCCOC[C@H]1OC(OC1)(C)C (R)-4-((2-methoxyethoxy)methyl)-2,2-dimethyl-1,3-dioxolane